CC(C=CC1=C(CCCC1(C)C)C)=CCCl 3-methyl-5-chloro-1-(2,6,6-trimethyl-1-cyclohexen-1-yl)-1,3-pentadiene